tert-butyl (2R,6S)-4-acetyl-2,6-dimethylpiperazine-1-carboxylate C(C)(=O)N1C[C@H](N([C@H](C1)C)C(=O)OC(C)(C)C)C